ClC=1C(=NC=C(C1)F)CNC(OC(C)(C)C)=O tert-butyl N-[(3-chloro-5-fluoro-2-pyridyl)methyl]carbamate